4,5-dihydroisoxazol O1N=CCC1